5-(2,2-difluoroethyl)-1-methylpiperidine-2,4-dione FC(CC1C(CC(N(C1)C)=O)=O)F